NC=1N=C(SC1C(C1=CC=C(C=C1)N1CCCC1)=O)N(C1=CC=C(C=C1)F)C(C(=O)N)C (N-[4-Amino-5-(4-pyrrolidin-1-ylbenzoyl)thiazol-2-yl]-4-fluoroanilino)propanamid